1-[(1R)-3-bromo-1-(bromomethyl)propoxy]-3-(trifluoromethyl)benzene BrCC[C@@H](OC1=CC(=CC=C1)C(F)(F)F)CBr